2-((2-fluoro-6-methylphenyl)-amino)-N-(6-methoxy-2-methylpyridin-3-yl)-5-(trifluoromethyl)-benzamide FC1=C(C(=CC=C1)C)NC1=C(C(=O)NC=2C(=NC(=CC2)OC)C)C=C(C=C1)C(F)(F)F